cerium-strontium-manganese [Mn].[Sr].[Ce]